chloro-4-methoxy-3-[1-(trifluoromethyl)cyclopropyl]pyridazine ClC=1C(=C(N=NC1)C1(CC1)C(F)(F)F)OC